C1(CC1)C1=C(C(=NO1)C1=C(C=CC=C1)C(F)(F)F)C1=CC2(C1)CCN(CC2)C2=NC(=CC=N2)C 2-(2-(5-Cyclopropyl-3-(2-(trifluoromethyl)phenyl)isoxazol-4-yl)-7-azaspiro[3.5]non-1-en-7-yl)-6-methylpyrimidin